2-((2-(dinonylamino)ethyl)(nonyl)amino)-N-methylacetamide C(CCCCCCCC)N(CCN(CC(=O)NC)CCCCCCCCC)CCCCCCCCC